C[SiH](C)[Ti](C1(C(=C(C(=C1)C)C)C)C)C1(C(=C(C(=C1)C)C)C)C dimethylsilylbis(tetramethylcyclopentadienyl)titanium